The molecule is a polyazaalkane comprising undecane with three aza groups placed at the 1-, 6- and 11-positions. It is a triamine and a polyazaalkane. It is a conjugate base of a sym-homospermidinium(3+). C(CCNCCCCN)CN